FC1(OC2=C(O1)C=CC(=C2)[C@H](C)OC2=NC=CC(=C2)N2N=C(C=1CCC[C@@H](C21)O[C@@H]2CC[C@H](CC2)C(=O)O)C(F)(F)F)F Trans-4-(((S)-1-(2-((S)-1-(2,2-difluorobenzo[d][1,3]dioxol-5-yl)ethoxy)pyridine-4-yl)-3-(trifluoromethyl)-4,5,6,7-tetrahydro-1H-indazol-7-yl)oxy)cyclohexane-1-carboxylic acid